FC=1C=CC=2N(C3=CC=C(C=C3C2C1)F)CC(CN1C(COCC1)=O)O 4-(3-(3,6-difluoro-9H-carbazol-9-yl)-2-hydroxypropyl)morpholin-3-one